2-((diphenylmethylene)amino)-3-(2-fluorophenyl)propionic acid tert-butyl ester C(C)(C)(C)OC(C(CC1=C(C=CC=C1)F)N=C(C1=CC=CC=C1)C1=CC=CC=C1)=O